FC=1C=C(NC=2OC[C@](CN2)(F)CO)C=C(C1OC1=C2C(=NC=C1)NC=C2CCOC(F)(F)F)F |r| (+/-)-{2-[3,5-difluoro-4-({3-[2-(trifluoromethoxy)ethyl]-1H-pyrrolo[2,3-b]pyridin-4-yl}oxy)anilino]-5-fluoro-5,6-dihydro-4H-1,3-oxazin-5-yl}methanol